ClC=1C=C(C=CC1F)NC(=O)N1CC=2N(C(N3C2C(N(CCC3)C)=O)=O)CC1 N-(3-chloro-4-fluorophenyl)-11-methyl-6,12-dioxo-1,3,4,8,9,10,11,12-octahydro-2H,6H-pyrazino[1',2':3,4]imidazo[1,5-a][1,4]diazepine-2-carboxamide